(R)-methyl 4-bromo-2-fluoro-6-(3-(fluoromethyl)-4-(pyridazin-3-ylmethyl)piperazin-1-yl)benzoate BrC1=CC(=C(C(=O)OC)C(=C1)N1C[C@@H](N(CC1)CC=1N=NC=CC1)CF)F